(2S)-N-{(1S)-1-Cyano-2-[4-(4-methyl-3-oxo-1,2,3,4-tetrahydroquinoxalin-6-yl)phenyl]ethyl}-1,4-oxazepane-2-carboxamide C(#N)[C@H](CC1=CC=C(C=C1)C=1C=C2N(C(CNC2=CC1)=O)C)NC(=O)[C@H]1OCCCNC1